FC(C1=CC=C(C=C1)CCCNC1=CC=C(C=C1)NC(CCCCCCCCC)=O)(F)F N-(4-((3-(4-(trifluoromethyl)phenyl)propyl)amino)phenyl)decanamide